tert-butyl (3S)-3-[[4-[6-(methylsulfonyloxymethyl)-1-(2-trimethylsilylethoxymethyl) indol-3-yl]-5-(trifluoromethyl) pyrimidin-2-yl]amino]piperidine-1-carboxylate CS(=O)(=O)OCC1=CC=C2C(=CN(C2=C1)COCC[Si](C)(C)C)C1=NC(=NC=C1C(F)(F)F)N[C@@H]1CN(CCC1)C(=O)OC(C)(C)C